BrC1=CC(=C2C(=N1)C(=NN2[C@H](C)CC)C)Br |r| (±)-5,7-dibromo-1-(sec-butyl)-3-methyl-1H-pyrazolo[4,3-b]pyridine